BrC=1C(=NC=C(C1)C(N(CC)CC)=O)C(C(=O)[O-])C#N 2-(3-bromo-5-(diethylcarbamoyl)pyridin-2-yl)-2-cyanoacetate